2-(2,6-Dioxopiperidin-3-yl)-5-((E)-3-(4-(6-(6-((R)-2-(3-fluorophenyl)pyrrolidin-1-yl)imidazo[1,2-b]pyridazin-3-yl)pyridin-2-yl)piperazin-1-yl)-3-oxoprop-1-en-1-yl)isoindoline-1,3-dione O=C1NC(CCC1N1C(C2=CC=C(C=C2C1=O)\C=C\C(=O)N1CCN(CC1)C1=NC(=CC=C1)C1=CN=C2N1N=C(C=C2)N2[C@H](CCC2)C2=CC(=CC=C2)F)=O)=O